NCC1=NN(C2=NC=CC(=C21)C(CO)O)C2=CC=C(C=C2)OC(F)(F)F 1-(3-(Aminomethyl)-1-(4-(trifluoromethoxy)phenyl)-1H-pyrazolo[3,4-b]pyridin-4-yl)ethane-1,2-diol